N-(2-cyclopropyl-4-iodo-5-methylphenyl)-N-[1-(oxolan-3-yl)pyrazolo[4,3-b]pyridin-5-yl]pent-2-ynamide C1(CC1)C1=C(C=C(C(=C1)I)C)N(C(C#CCC)=O)C1=CC=C2C(=N1)C=NN2C2COCC2